O=C1N(C(CC1)=O)OC(CCNC(=O)OC(C)(C)C)=O N-(tert-butoxycarbonyl)-beta-alanine 2,5-dioxopyrrolidin-1-yl ester